(E)-3-(4-(2-(cyclopentylamino)-1-(N-(4-isopropylphenyl)-1,5-diphenyl-1H-pyrazole-3-carboxamido)-2-oxoethyl)phenyl)acrylic acid C1(CCCC1)NC(C(N(C(=O)C1=NN(C(=C1)C1=CC=CC=C1)C1=CC=CC=C1)C1=CC=C(C=C1)C(C)C)C1=CC=C(C=C1)/C=C/C(=O)O)=O